1-(4-(4-amino-1-cyclopropyl-1H-pyrazolo[3,4-d]pyrimidin-3-yl)-2-(difluoromethyl)phenyl)-3-(3-(1-(trifluoromethyl)cyclopropyl)isoxazol-5-yl)urea NC1=C2C(=NC=N1)N(N=C2C2=CC(=C(C=C2)NC(=O)NC2=CC(=NO2)C2(CC2)C(F)(F)F)C(F)F)C2CC2